4-propoxybenzenesulfonic acid C(CC)OC1=CC=C(C=C1)S(=O)(=O)O